2H-[1]benzothieno[3,2-h]-1-benzopyran-2-one O1C(C=CC2=C1C1=C(C=C2)C2=C(S1)C=CC=C2)=O